CC(CS(=O)(=O)C)(C)NC(=O)C=1C(=CC=CC1I)C(=O)NC1=C(C=C(C=C1)C(C(F)(F)F)(C(F)(F)F)F)C N2-[1,1-Dimethyl-2-(methylsulfonyl)ethyl]-3-iodo-N1-[2-methyl-4-[1,2,2,2-tetrafluoro-1-(trifluoromethyl)ethyl]phenyl]-1,2-benzenedicarboxamide